1-(4-chlorophenyl)-5-(trifluoromethyl)-1H-pyrazole-4-carbaldehyde ClC1=CC=C(C=C1)N1N=CC(=C1C(F)(F)F)C=O